COC=1C=C(C=C2CN(CC(C2=O)=CC2=CC(=C(C=C2)OC)OC)C(=O)OCC)C=CC1OC 3,5-Bis(3,4-dimethoxybenzylidene)-1-ethoxycarbonylpiperidin-4-one